[C@@H]1(CCC2=CC=CC=C12)NC(=O)C=1C=NC2=C(C(=CC=C2C1N(C)C)F)N1CCS(CC1)(=O)=O N-[(1S)-2,3-dihydro-1H-inden-1-yl]-4-(dimethylamino)-8-(1,1-dioxidothiomorpholin-4-yl)-7-fluoroquinoline-3-carboxamide